Cl.COC1=NC=CC=C1CC1(CC1)N 1-((2-methoxypyridin-3-yl)methyl)cyclopropan-1-amine hydrochloride